5-[4-[[(4-cyclopropyl-2-pyridyl)amino]methyl]-2-fluoro-6-hydroxy-phenyl]-1,1-dioxo-1,2,5-thiadiazolidin-3-one C1(CC1)C1=CC(=NC=C1)NCC1=CC(=C(C(=C1)O)N1CC(NS1(=O)=O)=O)F